BrC1=C(C=C(N)C=C1Cl)Cl 4-bromo-3,5-dichloroaniline